(l)-3,5-dimethoxyphenylacetic acid COC=1C=C(C=C(C1)OC)CC(=O)O